4-[[5-(2,4-difluorophenyl)-1,3,4-oxadiazol-2-yl]methyl]benzohydroxamic acid FC1=C(C=CC(=C1)F)C1=NN=C(O1)CC1=CC=C(C(=O)NO)C=C1